N-(6-fluoro-3-pyridyl)-2-methyl-2-pyrrolidinecarboxamide FC1=CC=C(C=N1)NC(=O)C1(NCCC1)C